1,3-bis[(methylthio)methyl]-benzene CSCC1=CC(=CC=C1)CSC